FC(OC1=CC(=C(C=C1NC1=NC=CC(=N1)C1=CN(C2=CC=CC=C12)C)C=CC(=O)[NH-])N1CCN(CC1)C)F N-(4-(difluoromethoxy)-5-((4-(1-methyl-1H-indol-3-yl)pyrimidin-2-yl)amino)-2-(4-methylpiperazin-1-yl)phenyl)acryloylamide